tert-butyl 3-[5-bromo-6-(2-cyano-3,6-difluoro-phenoxy)-4-oxo-quinazolin-3-yl]-8-azaspiro[4.5]decane-8-carboxylate BrC1=C2C(N(C=NC2=CC=C1OC1=C(C(=CC=C1F)F)C#N)C1CCC2(C1)CCN(CC2)C(=O)OC(C)(C)C)=O